4-amino-3,5-dimethyl-1H-pyrazole NC=1C(=NNC1C)C